N-[3-(2-oxo-1,2-dihydrobenzo[h]quinazolin-4-yl)phenyl]benzenesulfonamide O=C1NC2=C3C(=CC=C2C(=N1)C=1C=C(C=CC1)NS(=O)(=O)C1=CC=CC=C1)C=CC=C3